NC1=CC(=NN1CC(=O)N1C[C@@]2(CC1)C1=C(NC(O2)=O)C=CC(=C1F)Cl)C1CCCCC1 (R)-1'-(2-(5-Amino-3-cyclohexyl-1H-pyrazol-1-yl)acetyl)-6-chloro-5-fluorospiro[benzo[d][1,3]oxazine-4,3'-pyrrolidin]-2(1H)-one